2-(4-(1-methyl-2,3-dioxo-7-(prop-1-en-2-yl)-2,3-dihydropyrido[2,3-b]pyrazin-4(1H)-yl)piperidin-1-yl)pyrimidine-5-carbonitrile CN1C2=C(N(C(C1=O)=O)C1CCN(CC1)C1=NC=C(C=N1)C#N)N=CC(=C2)C(=C)C